2-methyl-1-(6-methylpyridin-2-yl)-6-[1-(2,2,3,3,3-pentafluoro-propyl)-1H-pyrazol-4-yl]-7-(trifluoromethyl)-1H,5H-imidazo[1,2-a]pyrimidin-5-one CC=1N(C=2N(C(C(=C(N2)C(F)(F)F)C=2C=NN(C2)CC(C(F)(F)F)(F)F)=O)C1)C1=NC(=CC=C1)C